OCC1=CC=CC(=N1)NS(=O)(=O)C1(CC1)CN1C(C2=C(CC1)C(=NN2C)C(=O)N)=O 6-((1-(N-(6-(hydroxymethyl)pyridin-2-yl)sulfamoyl)cyclopropyl)methyl)-1-methyl-7-oxo-4,5,6,7-tetrahydro-1H-pyrazolo[3,4-c]pyridine-3-carboxamide